C(C)(C)(C)OC(=O)N1C(C(NC2=C(C=CC=C12)C)C)C 2,3,5-Trimethyl-3,4-dihydro-2H-quinoxaline-1-carboxylic acid tert-butyl ester